2-(10-acetyl-3-methylpyrimidino[5',4':5,6]pyrano[4,3-f]indazol-8(6H)-yl)acetic acid C(C)(=O)C1=NN(C=2C=C3C(=CC12)C1=C(OC3)N=C(N=C1)C)CC(=O)O